N-α-Fmoc-N-ε-t-Boc-L-lysine CC(C)(C)OC(=O)NCCCC[C@@H](C(=O)O)NC(=O)OCC1C2=CC=CC=C2C3=CC=CC=C13